hexahydropyrrolo[3,4-c]-pyrrole-2(1H)-carboxylic acid tert-butyl ester C(C)(C)(C)OC(=O)N1CC2CNCC2C1